FC(C(=O)O)(F)F.FC1=C(C#N)C=C(C=C1)COC=1C=C2N(C(N1)=O)CC1N2CCN(C1)C(CC)=O 2-Fluoro-5-(((9-oxo-2-propionyl-2,3,4,9,11,11a-hexahydro-1H-pyrazino[1',2':3,4]imidazo[1,2-c]pyrimidin-7-yl)oxy)methyl)benzonitrile 2,2,2-trifluoroacetate